dithiolethion S1(SCC=C1)=S